4-((((9H-fluoren-9-yl)methoxy)carbonyl)amino)-3-nitrophenol C1=CC=CC=2C3=CC=CC=C3C(C12)COC(=O)NC1=C(C=C(C=C1)O)[N+](=O)[O-]